4-(4,4,5,5-tetramethyl-1,3,2-dioxaborolan-2-yl)-2-naphthonitrile CC1(OB(OC1(C)C)C1=CC(=CC2=CC=CC=C12)C#N)C